N1=C(C=CC=C1)C1(CCC1)NC(=O)C=1C=2C[C@@H]3[C@H](C2N(N1)C1=CC(=NC=C1)Cl)C3 (1aR,5aR)-2-(2-Chloro-pyridin-4-yl)-1a,2,5,5a-tetrahydro-1H-2,3-diaza-cyclopropa[a]pentalene-4-carboxylic acid (1-pyridin-2-yl-cyclobutyl)-amide